N-hydroxypyrimidine-5-carboxamide hydrochloride Cl.ONC(=O)C=1C=NC=NC1